2-(4-BROMO-2-FORMYLPHENOXY)-N-(PROP-2-EN-1-YL)ACETAMIDE BrC1=CC(=C(OCC(=O)NCC=C)C=C1)C=O